rac-trans-1-(5-amino-1,2,4-triazin-3-yl)-3-fluoro-3-methylpiperidin-4-ol NC=1N=C(N=NC1)N1C[C@@]([C@@H](CC1)O)(C)F |r|